5-(bicyclo[1.1.1]pentan-1-yl)-7-bromo-3-(ethoxymethyl)-8-methoxy-2,3,4,5-tetrahydrobenzo[f][1,2,5]thiadiazepine 1,1-dioxide C12(CC(C1)C2)N2CC(NS(C1=C2C=C(C(=C1)OC)Br)(=O)=O)COCC